(2r,5s)-2-{5-[2-(trifluoromethoxy)ethoxy]-1,3,4-oxadiazol-2-yl}-5-[6-(trifluoromethoxy)pyridin-3-ylamino]piperidine-1-carboxylic acid tert-butyl ester C(C)(C)(C)OC(=O)N1[C@H](CC[C@@H](C1)NC=1C=NC(=CC1)OC(F)(F)F)C=1OC(=NN1)OCCOC(F)(F)F